N1C[C@@H](CCC1)C1=CC=C(C=C1)NC(C1=CN=C(C=C1)CCC)=O (S)-N-(4-(Piperidin-3-yl)phenyl)-6-propylnicotinamide